BrC1=C(C=C(C=C1)F)CO (2-bromo-5-fluorophenyl)methanol